FCC(C(CC(=O)O)NC(C[C@@H](CN1C(C2=CC(=CC=C2C1)N1CCCC1)=O)C)=O)=O 5-fluoro-3-((S)-3-methyl-Z-(1-oxo-6-(pyrrolidin-1-yl)isoindolin-2-yl)butanamido)-4-oxopentanoic acid